ClC=1C=C(C=C(C1)Cl)C1(CC(=NO1)C1=CC(=C(C(=O)NCOCC(F)(F)F)C=C1)C)C(F)(F)F 4-[5-(3,5-dichlorophenyl)-5-trifluoromethyl-4,5-dihydroisoxazol-3-yl]-2-methyl-N-(2,2,2-trifluoroethoxymethyl)benzoic acid amide